CN1N=CC(=C1)C=1C=CC=2N(C1)C(=CN2)C2=NC(=NC=C2)NC2=NC=CC=C2N2CCN(CC2)C 4-(6-(1-Methyl-1H-pyrazol-4-yl)imidazo[1,2-a]pyridin-3-yl)-N-((4-methylpiperazin-1-yl)pyridin-2-yl)pyrimidin-2-amine